6-((R)-2-((3aS,5S,6aR)-5-(4-fluorophenoxy)-3a-hydroxyhexahydrocyclopenta[c]pyrrol-2(1H)-yl)-1-hydroxyethyl)-3,4-dihydroquinolin-2(1H)-one FC1=CC=C(O[C@@H]2C[C@@]3([C@@H](CN(C3)C[C@H](O)C=3C=C4CCC(NC4=CC3)=O)C2)O)C=C1